NC=1C(=NC(=CN1)C1=CN=CS1)C(=O)NC1=CC=C(C=C1)S(=O)(=O)CP(OC)(OC)=O dimethyl (4-(3-amino-6-(thiazol-5-yl)pyrazine-2-carboxamido)phenylsulfonyl)methylphosphonate